C1(=CC=C(C=C1)N(C1=CC=C(C=C1)C1=C(C=C(C(=C1)CCCCCC)C1=CC=C(C=C1)N(C1=CC=2C(C3=CC=CC=C3C2C=C1)(C1=CC=CC=C1)CCCCCCOC1=CC=C(C=C1)C=C)C1=CC=C(C=C1)C1=CC=CC=C1)CCCCCC)C1=CC=2C(C3=CC=CC=C3C2C=C1)(CCCCCCOC1=CC=C(C=C1)C=C)C1=CC=CC=C1)C1=CC=CC=C1 N4,N4''-di([1,1'-biphenyl]-4-yl)-2',5'-dihexyl-N4,N4''-bis(9-phenyl-9-(6-(4-vinylphenoxy)hexyl)-9H-fluoren-2-yl)-[1,1':4',1''-terphenyl]-4,4''-diamine